2-amino-3-(4'-(6-methyl-1,2,4,5-tetrazin-3-yl)-[1,1'-biphenyl]-4-yl)propanoic acid NC(C(=O)O)CC1=CC=C(C=C1)C1=CC=C(C=C1)C=1N=NC(=NN1)C